C(C)(=O)NCCCCN N-Acetyl-putrescine